FC(C)(F)C12CC(C1)(C2)S(=O)O[Na] [3-(1,1-difluoroethyl)-1-bicyclo[1.1.1]pentanyl]sulfinyloxysodium